(R)-5-oxo-1-(piperidin-4-yl)pyrrolidin-3-yl 4-(3-(2-cyclopropoxypyridin-3-yl)pyrazolo[1,5-a]pyrimidin-5-yl)piperazine-1-carboxylate C1(CC1)OC1=NC=CC=C1C=1C=NN2C1N=C(C=C2)N2CCN(CC2)C(=O)O[C@H]2CN(C(C2)=O)C2CCNCC2